O=C1N(CC(C1)CCC)CN1C(=NC=C1)C(=O)OC methyl 1-[(2-oxo-4-propylpyrrolidin-1-yl) methyl]-1H-imidazole-2-carboxylate